6-(2-((3-fluorobenzyl)(methyl)amino)ethoxy)-8-methyl-3,4-dihydroquinolin-2(1H)-one FC=1C=C(CN(CCOC=2C=C3CCC(NC3=C(C2)C)=O)C)C=CC1